(1R,6S,7S,8S)-8-((2-(5-fluoro-1-tolyl-1H-pyrrolo[2,3-b]pyridin-3-yl)pyrrolo[2,1-f][1,2,4]triazin-4-yl)amino)tricyclo[4.2.2.02,5]decane-7-carboxylic acid ethyl ester C(C)OC(=O)[C@H]1[C@@H]2C3CCC3[C@H]([C@@H]1NC1=NC(=NN3C1=CC=C3)C3=CN(C1=NC=C(C=C13)F)C1=C(C=CC=C1)C)CC2